C(C)(C)(C)OC(=O)N1CC=2C=C(C(NC2CC1)=O)Br 3-bromo-2-oxo-1,5,7,8-tetrahydro-1,6-naphthyridine-6-carboxylic acid tert-butyl ester